2-chloro-6-methoxybenzenesulfonyl chloride ClC1=C(C(=CC=C1)OC)S(=O)(=O)Cl